ClC1=C(C=CC=C1)C1=C2C(=NC(=C1C#N)N1CC3(CN(C3)C(C=C)=O)CC1)CC(OC2)(C)C 4-(2-chlorophenyl)-7,7-dimethyl-2-(2-(2-propenoyl)-2,6-diazaspiro[3.4]octan-6-yl)-7,8-dihydro-5H-pyrano[4,3-b]pyridine-3-carbonitrile